OCCN1C(=NCC1[N+](=O)[O-])C 1-(2-hydroxyethyl)-2-methyl-5-nitroimidazoline